The molecule is a carboxamide resulting from the formal condensation of the carboxy group of ascr#7 with the amino group of 4-aminobenzoic acid. A metabolite of the nematode Caenorhabditis elegans, it is dauer inducing and strongly male attracting. It has a role as a pheromone and a Caenorhabditis elegans metabolite. It is a carboxamide, a monocarboxylic acid and an (omega-1)-hydroxy fatty acid ascaroside. It derives from a 4-aminobenzoic acid and an ascr#7. It is a conjugate acid of an ascr#8(1-). C[C@H]1[C@@H](C[C@H]([C@@H](O1)O[C@H](C)CC/C=C/C(=O)NC2=CC=C(C=C2)C(=O)O)O)O